(1S,3S)-3-((6-(5-(((3,3-Dimethylazetidine-1-carbonyl)oxy)methyl)-1-methyl-1H-1,2,3-triazol-4-yl)-2-ethylpyridin-3-yl)oxy)cyclohexane-1-carboxylic acid CC1(CN(C1)C(=O)OCC1=C(N=NN1C)C1=CC=C(C(=N1)CC)O[C@@H]1C[C@H](CCC1)C(=O)O)C